C(C1=CC=CC=C1)N(C[C@H](O)C1=CC(=CC=C1)F)CC1CCC(CC1)OC (R)-2-(benzyl-(((1s,4S)-4-methoxycyclohexyl)methyl)amino)-1-(3-fluorophenyl)ethan-1-ol